C(#N)[C@H](C[C@H]1C(NCCC1)=O)NC([C@H](CC1CC1)N(C(=O)[C@H](C(C)(C)C)NC(=O)C1=NC=CN=C1)C)=O N-[(1S)-1-[[(1S)-2-[[(1S)-1-cyano-2-[(3S)-2-oxo-3-piperidyl]ethyl]amino]-1-(cyclopropylmethyl)-2-oxo-ethyl]-methyl-carbamoyl]-2,2-dimethyl-propyl]pyrazine-2-carboxamide